FC1=C2C=C(NC2=CC=C1OC1=NC=NC2=CC(=C(C=C12)OC)OCC1CC(C1)NC1=C(C(=CC=C1)C)C)C N-(3-((4-(4-fluoro-2-methyl-1H-indol-5-yloxy)-6-methoxyquinazolin-7-yloxy)methyl)cyclobutyl)-2,3-dimethylaniline